Diethylene glycol 2-bromoethyl methyl ether COCCOCCOCCBr